ClC=1SC2=C(N1)[C@@H](OC2)[C@H]2O[C@H]([C@@H]([C@@H]2O)O)N2C=CC1=C2N=CN=C1C (2S,3S,4R,5R)-2-((R)-2-chloro-4,6-dihydrofuro[3,4-d]thiazol-4-yl)-5-(4-methyl-7H-pyrrolo[2,3-d]pyrimidin-7-yl)tetrahydrofuran-3,4-diol